allyl ether acetoacetate C(CC(=O)C)(=O)O.C(C=C)OCC=C